CC(=CCCC(C)=O)CCC=C(CCC=C(CCC=C(C)C)C)C 6,10,14,18-tetramethyl-nonadeca-5,9,13,17-tetraen-2-one